(4aS,11aR,12aS)-2,4a-Diacetoxy-7-butoxy-3-carbamoyl-1,10-bis(dimethylamino)-4,6-dioxo-1,4a,11,11a,12,12a-hexahydro-5-naphthacenyl acetate C(C)(=O)OC=1[C@@]2(C(C(=C(C([C@@H]2C[C@@H]2CC3=C(C=CC(=C3C(C12)=O)OCCCC)N(C)C)N(C)C)OC(C)=O)C(N)=O)=O)OC(C)=O